FC1=CC=C(C=C1)C1=CC(=C(C=C1)NC(OC(C)(C)C)=O)NC(C1=CC=C(C=C1)S(=O)(=N)C=1C=NC=C(C1)CO)=O tert-butyl N-[4-(4-fluorophenyl)-2-[[4-[[5-(hydroxymethyl)-3-pyridyl]sulfonimidoyl]benzoyl]amino]phenyl]carbamate